6-(3-Fluoro-4-methoxyphenyl)-1-methyl-1H-indazol-5-amine FC=1C=C(C=CC1OC)C1=C(C=C2C=NN(C2=C1)C)N